ClC=1C=C(C=CC1F)NC(=O)C=1C=2CC[C@@H](C2C(=CC1)F)NS(=O)(=O)CC (S)-N-(3-chloro-4-fluorophenyl)-1-(ethylsulfonamido)-7-fluoro-2,3-dihydro-1H-indene-4-carboxamide